FC1=C(C(=O)N)C=CC(=C1)C(C)(C)O 2-fluoro-4-(2-hydroxypropan-2-yl)benzamide